The molecule is a 2,3-trans-enoyl CoA(4-) obtained by deprotonation of the phosphate and diphosphate OH groups of (2E,15Z)-tetracosadienoyl-CoA; major species at pH 7.3. It is a conjugate base of a (2E,15Z)-tetracosadienoyl-CoA. CCCCCCCC/C=C\\CCCCCCCCCCC/C=C/C(=O)SCCNC(=O)CCNC(=O)[C@@H](C(C)(C)COP(=O)([O-])OP(=O)([O-])OC[C@@H]1[C@H]([C@H]([C@@H](O1)N2C=NC3=C(N=CN=C32)N)O)OP(=O)([O-])[O-])O